(2R,3S,4S)-4-hydroxy-2-[(4-methoxyphenyl)methyl]pyrrolidin-3-yl 2-(3,6-dioxopiperazin-2-yl)acetate O=C1C(NC(CN1)=O)CC(=O)O[C@H]1[C@H](NC[C@@H]1O)CC1=CC=C(C=C1)OC